CCCCCCCCCCCCCCCC(=O)OC[C@@H]1[C@H]([C@@H]([C@](O1)(COC(=O)CCCCCCCCCCCCCCC)O[C@@H]2[C@@H]([C@H]([C@@H]([C@H](O2)CO)O)O)O)OC(=O)CCCCCCCCCCCCCCC)OC(=O)CCCCCCCCCCCCCCC sucrose tetrapalmitate